CS(=O)(=O)O.N1=CN=C(C=C1)N pyrimidin-4-amine methanesulfonate